(R)-2-fluoro-5-((4-methylmorpholin-2-yl)methoxy)-3-(5-methylthiazol-2-yl)-N-((2-(trifluoromethyl)pyrimidin-5-yl)methyl)benzamide quinazoline-2,7(3H)-dicarboxylate N=1C(NC=C2C=CC(=CC12)C(=O)O)C(=O)O.FC1=C(C(=O)NCC=2C=NC(=NC2)C(F)(F)F)C=C(C=C1C=1SC(=CN1)C)OC[C@H]1CN(CCO1)C